2-(methylsulfonyl)pyrido[3,4-d]pyrimidine-8-amine CS(=O)(=O)C=1N=CC2=C(N1)C(=NC=C2)N